FC=1C=C(C=NC1)C1=NC=2N(C(=C1)N)N=C(C2C(C)C)C 5-(5-fluoro-3-pyridinyl)-3-isopropyl-2-methyl-pyrazolo[1,5-a]Pyrimidin-7-amine